Octadecanoic acid (S)-1-[(S)-1-((S)-1-{(S)-2-[2-(5-bromo-quinoxalin-6-ylamino)-4,5-dihydro-imidazol-1-yl]-1-methyl-2-oxo-ethoxycarbonyl}-ethoxycarbonyl)-ethoxycarbonyl]-ethyl ester BrC1=C2N=CC=NC2=CC=C1NC=1N(CCN1)C([C@@H](OC(=O)[C@H](C)OC(=O)[C@H](C)OC(=O)[C@H](C)OC(CCCCCCCCCCCCCCCCC)=O)C)=O